ClC=1N(C(C2=C(N1)N(C=C2)C2=CC=C(C=C2)[C@H]2N[C@H](COC2)C)=O)CC2(CCN(CC2)C(=O)C2(CC2)C)O Chloro-3-((4-hydroxy-1-(1-methylcyclopropane-1-carbonyl)piperidin-4-yl)methyl)-7-(4-((3R,5S)-5-methylmorpholin-3-yl)phenyl)-3,7-dihydro-4H-pyrrolo[2,3-d]pyrimidin-4-one